NCC1=CC(=NC(=N1)N1N=C(C=C1)C)NC1CCC(CC1)(F)F 6-(aminomethyl)-N-(4,4-difluorocyclohexyl)-2-(3-methyl-1H-pyrazol-1-yl)pyrimidin-4-amine